2,4'-diaminobenzophenone NC1=C(C(=O)C2=CC=C(C=C2)N)C=CC=C1